(S)-N-(3-(2-(((1S,4R)-4-hydroxy-4-methylcyclohexyl)amino)-6-morpholinopyridin-4-yl)-4-methylphenyl)-3-(2,2,2-trifluoroethyl)pyrrolidine-1-carboxamide 3-methyl-1H-pyrrole-2-carboxylate CC1=C(NC=C1)C(=O)O.OC1(CCC(CC1)NC1=NC(=CC(=C1)C=1C=C(C=CC1C)NC(=O)N1C[C@@H](CC1)CC(F)(F)F)N1CCOCC1)C